C(C)(C)OC(=O)[C@@H]1C[C@H](CCC1)OC1=CC=C(C=C1)C1=C(C(=NS1)C)CN |r| (+/-)-(1S,3S)-3-(4-(4-(aminomethyl)-3-methylisothiazol-5-yl)phenoxy)cyclohexane-1-carboxylic acid isopropyl ester